β-D-mannopyranose pentaacetate C(C)(=O)O[C@H]1[C@@H](OC(C)=O)[C@@H](OC(C)=O)[C@H](OC(C)=O)[C@H](O1)COC(C)=O